ClC1=CC=C(C=C1)NC(C(C)C1CCC(CC1)C1=CN=NC=C1)=O N-(4-chlorophenyl)-2-(4-(pyridazin-4-yl)cyclohexyl)propanamide